6-(4,4-difluorocyclohexyl)-5-(4-(4-(dimethoxymethyl)piperidin-1-yl)phenyl)-5,6,7,8-tetrahydronaphthalen-2-ol FC1(CCC(CC1)C1C(C=2C=CC(=CC2CC1)O)C1=CC=C(C=C1)N1CCC(CC1)C(OC)OC)F